CC(C[C@@H](C(=O)NC(CC(=O)OC)C=1C=C(C=CC1)C1=C(C=CC=C1)C)N1C=NC2=CC=CC=C2C1=O)C methyl 3-((S)-4-methyl-2-(4-oxoquinazolin-3(4H)-yl)pentanamido)-3-(2'-methylbiphenyl-3-yl)propanoate